(5,6,7,8-tetrahydro-8-quinolyl)-1,4-butanediamine N1=CC=CC=2CCCC(C12)C(CCCN)N